CC1=C[C@H]2[C@@H](CC1)C(=C)CCCC2(C)C α-himachalene